N,N-dimethyl-2-oxa-2,3-dihydrobenzo[d]oxazole-6-carbamide CN(C(=O)C1=CC2=C(NOO2)C=C1)C